C(C1=CC=CC=C1)NS(=O)(=O)C1=CC=C(C=C1)C(\C=C\C1=CC=C(C=C1)O)=O N-Benzyl-4-[(E)-3-(4-hydroxyphenyl)prop-2-enoyl]benzenesulfonamide